tert-butyl (1R,4R)-5-(2-(3,7-bis(1H-pyrazolo[3,4-b]pyridin-5-yl)-10H-phenothiazin-10-yl)ethyl)-2,5-diazabicyclo[2.2.1]heptane-2-carboxylate N1N=CC=2C1=NC=C(C2)C=2C=CC=1N(C3=CC=C(C=C3SC1C2)C=2C=C1C(=NC2)NN=C1)CCN1[C@H]2CN([C@@H](C1)C2)C(=O)OC(C)(C)C